FC(CS(=O)(=O)NC1=CC=C(C2=CC=CC=C12)NC=1N=C(SC1C1=NC(=NC=C1)N[C@@H]1CNC[C@H](C1)F)C)(F)F 2,2,2-trifluoro-N-[4-[[5-[2-[[(3S,5S)-5-fluoro-3-piperidyl]amino]pyrimidin-4-yl]-2-methyl-thiazol-4-yl]amino]-1-naphthyl]ethanesulfonamide